(3-(5-propyl-1,2,4-oxadiazol-3-yl)phenyl)methanol C(CC)C1=NC(=NO1)C=1C=C(C=CC1)CO